C(C1=CC=CC=C1)NCC1CCN(CC1)CC=1C(=NN(C1Cl)C)C1=NOC(=C1)C N-Benzyl-1-(1-((5-chloro-1-methyl-3-(5-methylisoxazol-3-yl)-1H-pyrazol-4-yl)methyl)piperidin-4-yl)methanamine